6-ISOPROPOXY-1-METHYL-7-NITRO-1H-INDAZOLE C(C)(C)OC1=CC=C2C=NN(C2=C1[N+](=O)[O-])C